N[C@@H]1CCO[C@]12O[C@@H]([C@@H]([C@@H]([C@H]2O)N2N=CC(=C2)C2=CC(=C(C(=C2)F)F)F)O)CO (4R,5S,7R,8R,9S,10R)-4-amino-7-(hydroxymethyl)-9-(4-(3,4,5-trifluorophenyl)-1H-pyrazol-1-yl)-1,6-dioxaspiro[4.5]decan-8,10-diol